C(C)O[Si](CCCSSSSCCC[Si](OCC)(OCC)OCC)(OCC)OCC bis(γ-triethoxysilylpropyl) tetrasulfide